2-(4-bromo-2-fluoro-phenyl)-2-methyl-propanenitrile BrC1=CC(=C(C=C1)C(C#N)(C)C)F